OC(C)C=1C(=NC(=CC1)N1C=NC2=C1C=CC(=C2)OCCN2CCOCC2)N2N=C(C=C2C)C#N 1-[3-(1-hydroxyethyl)-6-[5-(2-morpholinoethoxy)benzoimidazol-1-yl]-2-pyridinyl]-5-methyl-pyrazole-3-carbonitrile